1-(2-methoxyethyl)-3-{1-[2-{[1-(propan-2-yl)-1H-pyrazolo[4,3-c]pyridin-6-yl]amino}-6-(pyrrolidin-1-yl)pyrimidin-4-yl]piperidin-4-yl}urea COCCNC(=O)NC1CCN(CC1)C1=NC(=NC(=C1)N1CCCC1)NC1=CC2=C(C=N1)C=NN2C(C)C